C1(CCC1)OC=1C=C(C=C(C1)C1=CC=C(C=C1)C(CCCC(=O)O)(F)F)F 5-(5'-cyclobutoxy-3'-fluoro-biphenyl-4-yl)-5,5-difluoro-pentanoic acid